N-(4-Fluoro-2,3-dihydro-1H-inden-1-yl)-1,4-dihydro-2,4-dioxo-3(2H)-quinazolineacetamide FC1=C2CCC(C2=CC=C1)NC(CN1C(NC2=CC=CC=C2C1=O)=O)=O